N-[3-chloro-4-(difluoromethoxy)-2-fluoro-phenyl]-6-[(1S,4S)-2,5-diazabicyclo[2.2.1]heptan-2-yl]pyrido[3,2-d]pyrimidin-4-amine ClC=1C(=C(C=CC1OC(F)F)NC=1C2=C(N=CN1)C=CC(=N2)N2[C@@H]1CN[C@H](C2)C1)F